4-(2,4-difluorophenoxy)-5-(2,6-dimethylpyridin-4-yl)-2-(1H-pyrazol-1-yl)aniline FC1=C(OC2=CC(=C(N)C=C2C2=CC(=NC(=C2)C)C)N2N=CC=C2)C=CC(=C1)F